(1S)-1,5-anhydro-1-C-{3-[(1-benzothien-2-yl)methyl]-4-fluorophenyl}-D-glucitol S1C(=CC2=C1C=CC=C2)CC=2C=C(C=CC2F)[C@H]2[C@H](O)[C@@H](O)[C@H](O)[C@H](O2)CO